2-cycloocten-1-yl-(trimethyl)silane C1(C=CCCCCC1)[Si](C)(C)C